C(=O)(OC(C)(C)C)N[C@H]1CNC[C@H](C1)C (3R,5S)-3-(Boc-amino)-5-methylpiperidine